C(C=C)(=O)OCCO mono-hydroxy-ethyl acrylate